C(OCCC)(OCCC)=O di-propyl carbonate